CSC=1N=CC2=C(N1)N1C(C(=C2)C2=CC=CC=C2)=NCC1 2-(methylthio)-6-phenyl-8,9-dihydroimidazo[1',2':1,6]pyrido[2,3-d]pyrimidine